C(\C=C/C(=O)O)(=O)O.NC1CC2(C(N(CC3=CC=C(C=C23)Cl)C)=O)C1 trans-3-amino-6'-chloro-2'-methyl-1',2'-dihydro-3'h-spiro[cyclobutane-1,4'-isoquinolin]-3'-one maleate salt